BrC=1C(=CC(N(C1)C(C(=O)OCC)CC(C)C)=O)C(F)(F)F ethyl 2-(5-bromo-2-oxo-4-(trifluoromethyl) pyridin-1(2H)-yl)-4-methylpentanoate